ClC=1C=C(C(=NC1)C(F)(F)F)N 5-chloro-2-(trifluoromethyl)pyridin-3-amine